3-(trifluoromethyl)-1,5,6,7-tetrahydro-4H-indazole-4-one FC(C1=NNC=2CCCC(C12)=O)(F)F